N1=NC(=NC=C1)C(C1=CC=C(CN2CC=CC3=CC=C(C=C23)Cl)C=C1)N N-(4-((1,2,4-triazin-3-yl)-aminomethyl)-benzyl)-7-chloroquinoline